7-(methylamino)pyrazolo[1,5-a]pyrimidine-3-carboxylic acid CNC1=CC=NC=2N1N=CC2C(=O)O